CC=1C=C(OC2=CC(=CC=C2)OC2=CC(=C(C=C2)C)C)C=CC1C 1,3-bis(3,4-dimethyl-phenoxy)benzene